tert-butyl (3R)-3-[2-(methoxymethyl)-3,4-dimethyl-5,7-dihydropyrrolo[3,4-b]pyridine-6-carbonyl]pyrrolidine-1-carboxylate COCC1=C(C(=C2C(=N1)CN(C2)C(=O)[C@H]2CN(CC2)C(=O)OC(C)(C)C)C)C